5-methyltetrahydrofolic acid ammonium salt [NH4+].CN1C=2C(NC(=NC2NCC1CNC1=CC=C(C(N[C@@H](CCC(=O)[O-])C(=O)O)=O)C=C1)N)=O